ethyl 3-(tert-butyl)-1,2,4-oxadiazole-5-carboxylate C(C)(C)(C)C1=NOC(=N1)C(=O)OCC